(±)-3-(2,3-Dihydrobenzofuran-5-yl)-3-(3-(3-(5,6,7,8-tetrahydro-1,8-naphthyridin-2-yl)propyl)-1H-pyrazol-1-yl)propanoic acid O1CCC2=C1C=CC(=C2)[C@@H](CC(=O)O)N2N=C(C=C2)CCCC2=NC=1NCCCC1C=C2 |r|